C(CCCCCCC\C=C/CCCCCCCC)(=O)OCC.[K] potassium ethyl oleate